F[B-](F)(F)F.N1C=[NH+]C=C1 imidazolium tetrafluoroborate salt